FC(C1=NC(=NC(=C1)C(F)(F)F)N1[C@H](C=2NC3=CC=C(C=C3C2CC1)Cl)CC(CO)CO)(F)F 2-({(1S)-2-[4,6-bis(trifluoromethyl)pyrimidin-2-yl]-6-chloro-2,3,4,9-tetrahydro-1H-pyrido[3,4-b]indol-1-yl}methyl)propane-1,3-diol